FC1=CC=C(C(=O)NC2=NC(=CC=C2)C(=O)C2CCN(CC2)C)C=C1 4-Fluoro-N-[6-(1-methyl-piperidine-4-carbonyl)-pyridin-2-yl]-benzamide